ClC1=CC(=C(C=C1C1=NN2C(C=N1)=CC=C2)NC(=O)N2C1CC(CC2(C1)C(=O)O)C)F 6-((4-chloro-2-fluoro-5-(pyrrolo[2,1-f][1,2,4]triazin-2-yl)phenyl)carbamoyl)-3-methyl-6-azabicyclo[3.1.1]heptane-1-carboxylic acid